NCCC(C)N1CCS(CC1)(=O)=O aminobutan-2-yl-thiomorpholine 1,1-dioxide